N-[3-chloro-4-[4-(piperidine-4-carbonyl)piperazine-1-carbonyl]phenyl]-5-[6-(dimethylamino)-2,5-difluoro-3-pyridyl]-1-methyl-imidazole-2-carboxamide ClC=1C=C(C=CC1C(=O)N1CCN(CC1)C(=O)C1CCNCC1)NC(=O)C=1N(C(=CN1)C=1C(=NC(=C(C1)F)N(C)C)F)C